C(C)(C)[C@H](C=O)CCC(C)=C=O (R)-2-isopropyl-5-carbonyl-hexanal